O1CCN(CC1)C[C@H]1CNC(O1)=O |r| Racemic-5-(Morpholinomethyl)oxazolidin-2-one